NC1=C(C=O)C=CC=C1 2-Aminobenzaldehyd